tertbutyl (R)-piperidin-3-ylcarbamate N1C[C@@H](CCC1)NC(OC(C)(C)C)=O